C1(CCCC1)C(=CC(=O)[O-])C1CCCC1 dicyclopentanyl-acrylate